CC1=CC(=NC2=C(C=CC=C12)C)O 4,8-dimethyl-2-hydroxyquinoline